ClC1=CC=C2CCO[C@]3(C[C@@H](N(CC3)C(=O)OC(C)(C)C)C)C2=C1 tert-butyl (1R,2'S)-7-chloro-2'-methyl-spiro[isochromane-1,4'-piperidine]-1'-carboxylate